FC1=CC=C2C(=N1)C(=C(N2)C2=CC(=NC=C2)NC(C(C)C2=CC=C(C=C2)F)=O)C2=NC=C(C=C2)F (+)-N-{4-[5-fluoro-3-(5-fluoropyridin-2-yl)-1H-pyrrolo[3,2-b]pyridin-2-yl]pyridin-2-yl}-2-(4-fluorophenyl)propanamide